C(C)O[SiH2]CC(CCC)[SiH2]OCC 1,2-bis(ethoxysilyl)pentane